OC1=C(C(CCC1)=O)C(=O)C=1C(=C2C(N(C(N(C2=CC1)C)=O)C1=C(C=CC=C1)C)=O)C 6-[(2-hydroxy-6-oxocyclohex-1-en-1-yl)carbonyl]-1,5-dimethyl-3-(2-methylphenyl)quinazoline-2,4(1H,3H)-dione